NC1=NN=C(O1)C1=NN(C(=N1)N[N+](=O)[O-])C([N+](=O)[O-])([N+](=O)[O-])[N+](=O)[O-] (3-(5-amino-1,3,4-oxadiazole-2-yl)-1-trinitromethyl-1H-1,2,4-triazole-5-yl)nitramide